2'-bromo-4-(3-chloroanilino)-5',6'-difluorospiro[cyclohexane-1,1'-indene]-4-carboxylic acid BrC=1C2(C3=CC(=C(C=C3C1)F)F)CCC(CC2)(C(=O)O)NC2=CC(=CC=C2)Cl